CC=1C=C(CN(C(=O)C2CCCC2)C2=CC=C(C=C2)CC(=O)NCC2=CC3=CC=CC=C3C=C2)C=CC1 N-(3-methylbenzyl)-N-(4-(2-((naphthalen-2-ylmethyl)amino)-2-oxoethyl)phenyl)cyclopentanecarboxamide